C1OC2=CC=C(C(C(=O)O)O)C=C2O1 4-methylenedioxymandelic acid